[Cu].[Cu].[Mo].[Cu] Copper Molybdenum-Copper Copper